FC(C=1C=CC(=NC1)OC(C1=CC=CC=C1)C1N(CCCC1)C(=O)N)(F)F (5-(trifluoromethyl)pyridin-2-yl(oxy)benzyl)piperidine-1-carboxamide